BrC1=CC=C(C=C1)C(C(C)=O)NC(OC(C)(C)C)=O Tert-butyl (1-(4-bromophenyl)-2-oxopropyl)carbamate